(2R,3S)-2-(3-(5-fluoro-1H-benzo[d]imidazol-1-yl)propyl)piperidin-3-ol dihydrochloride Cl.Cl.FC1=CC2=C(N(C=N2)CCC[C@H]2NCCC[C@@H]2O)C=C1